2-(2-(2-(2-aminoethoxy)ethoxy)ethoxy)-N-(4-hydroxyphenethyl)acetamide NCCOCCOCCOCC(=O)NCCC1=CC=C(C=C1)O